N-((S)-2-amino-1-(3-chlorophenyl)-ethyl)-1-(5-methyl-2-(((S)-tetrahydro-furan-3-yl)amino)-pyrimidin-4-yl)-1H-imidazole-4-carboxamide NC[C@H](C1=CC(=CC=C1)Cl)NC(=O)C=1N=CN(C1)C1=NC(=NC=C1C)N[C@@H]1COCC1